CC1=C(C=CC(=C1)S(=O)(=O)O)O o-cresol-4-sulfonic acid